ClC1=C2CCN([C@@H](C2=C(C=C1)OCC1=NSC=C1)CN1C(CCC1)=O)C(=O)[C@H]1[C@H](CCCC1)C(=O)O (1S,2r)-2-((S)-5-chloro-8-(isothiazol-3-ylmethoxy)-1-((2-oxopyrrolidin-1-yl)methyl)-1,2,3,4-tetrahydroisoquinoline-2-carbonyl)cyclohexane-1-carboxylic acid